4-[1-[5-fluoro-2-oxo-1-(trideuteriomethyl)quinazolin-4-yl]-3,5-dihydro-2H-4,1-benzoxazepin-6-yl]-2,2-dimethyl-but-3-ynenitrile FC1=C2C(=NC(N(C2=CC=C1)C([2H])([2H])[2H])=O)N1CCOCC2=C1C=CC=C2C#CC(C#N)(C)C